N[C@@H](CC(N)=O)C(=O)OC methyl Z-asparaginate